C(C)C1(CN(CC1)C(=O)OC(C)(C)C)C1CCN(CC1)C tert-butyl 3-ethyl-3-(1-methyl-4-piperidyl)pyrrolidine-1-carboxylate